FC1=C(OC=2C(=NC(=NC2)S(=O)(=O)C)C=2C=C(C(N(C2)C)=O)OC)C=CC(=C1)F 5-[5-(2,4-difluorophenoxy)-2-methylsulfonylpyrimidin-4-yl]-3-methoxy-1-methylpyridin-2-one